C(C=C)C1=CC=C(C(=C1O)Br)F 6-Allyl-2-bromo-3-fluorophenol